4-[methyl(oxetan-3-yl)amino]-8,14-dioxa-10,19,20-triazatetracyclo[13.5.2.12,6.018,21]tricosa-1(20),2,4,6(23),15,17,21-heptaen-9-one CN(C=1C=C2C3=NNC4=CC=C(OCCCNC(OCC(C1)=C2)=O)C=C34)C3COC3